C(N)(=O)C1=NC=C(C=N1)C1=CC=C(C(=N1)OC)NC(=O)C=1C(=NOC1C)C1=CC=CC=C1 N-[6-(2-carbamoyl-pyrimidin-5-yl)-2-methoxy-3-pyridinyl]-5-methyl-3-phenyl-isoxazole-4-carboxamide